2-(1-(4-fluoro-6-(3-hydroxy-prop-1-yn-1-yl)-2-methylpyridin-3-yl)piperidin-3-yl)acetic acid ethyl ester C(C)OC(CC1CN(CCC1)C=1C(=NC(=CC1F)C#CCO)C)=O